3-(5-(((1S,2R)-2-(3-isopropoxyazetidin-1-yl)cyclohexyl)oxy)-1-oxoisoindolin-2-yl)piperidine-2,6-dione C(C)(C)OC1CN(C1)[C@H]1[C@H](CCCC1)OC=1C=C2CN(C(C2=CC1)=O)C1C(NC(CC1)=O)=O